BrC=1C=C2CC3(CC2=CC1)CC1=CC=CC=C1C3 5-bromo-1,1',3,3'-tetrahydro-2,2'-spirobi[indene]